[N+](=O)([O-])C1=C(C=CC=C1)N1CCN(CC1)CCN1C(C2=CC=CC=C2C1=O)=O 2-(2-(4-(2-nitrophenyl)piperazin-1-yl)ethyl)isoindoline-1,3-dione